1,4-bis(1-(3-methoxybutoxy)prop-1-en-2-yl)benzene COC(CCOC=C(C)C1=CC=C(C=C1)C(=COCCC(C)OC)C)C